CN1CCC=2C3=C(C4=C(C[C@@H]13)C=CC(=C4O)O)C=CC2 (6aR)-6-methyl-5,6,6a,7-tetrahydro-4H-dibenzo[de,g]quinoline-10,11-diol